CN[C@@H](C)C1=C(C=CC=C1)P(C1=CC(=CC(=C1)C)C)C1=CC(=CC(=C1)C)C (S)-N-methyl-1-(2-bis(3,5-dimethylphenyl)phosphinophenyl)ethylamine